ClC=1C(=C(C=CC1)C[C@@H]1N(CC([C@@H]1NS(=O)(=O)CC)(F)F)C(=O)OC(C)(C)C)F tert-butyl (2S,3R)-2-[(3-chloro-2-fluorophenyl)methyl]-3-[(ethanesulfonyl)amino]-4,4-difluoropyrrolidine-1-carboxylate